FC=1C=C(C=NC1)OB(O)O (5-fluoropyridin-3-yl)boric acid